(S)-tert-butyl 3-methyl-6-(2-(2-(methyl(oxetan-3-yl) amino)ethyl)benzo[d]thiazol-5-yl)-3,4-dihydropyridine-1(2H)-carboxylate C[C@@H]1CN(C(=CC1)C=1C=CC2=C(N=C(S2)CCN(C2COC2)C)C1)C(=O)OC(C)(C)C